C1(CC1)CN1C2CC(CC1CC2)N2CCC(CC2)C=2C=C(C1=C(N(C(=N1)C=1C=C(C=3N(C1)N=CN3)OC)C)C2)C 6-(6-(1-(8-(Cyclopropylmethyl)-8-azabicyclo[3.2.1]octan-3-yl)piperidin-4-yl)-1,4-dimethyl-1H-benzo[d]imidazol-2-yl)-8-methoxy-[1,2,4]triazolo[1,5-a]pyridin